Trimethylmonosilane chloride [Cl-].C[SiH](C)C